Selenium Octadecen C=CCCCCCCCCCCCCCCCC.[Se]